selenium-zinc sulphurate S([O-])([O-])(=O)=O.[Zn+2].[Se+2].S([O-])([O-])(=O)=O